(S)-1-((R)-5H-imidazo[5,1-a]isoindol-5-yl)ethane-1,2-diol C=1N=CN2C1C1=CC=CC=C1[C@@H]2[C@@H](CO)O